ClC1=C(N)C(=CC(=C1)Cl)I 2,4-dichloro-6-iodoaniline